7-Amino-6-(6-(1-cyclopropylpiperidin-4-yl)-1H-benzo[d]imidazol-2-yl)selenopheno[3,2-b]pyridine-5(4H)-one NC=1C2=C(NC(C1C1=NC3=C(N1)C=C(C=C3)C3CCN(CC3)C3CC3)=O)C=C[Se]2